(4-amino-3-((1-methylpyrrolidin-3-yl)amino)phenyl)(8-(1-methyl-6-(trifluoromethyl)-1H-benzo[d]imidazol-5-yl)indolizin-3-yl)methanone NC1=C(C=C(C=C1)C(=O)C1=CC=C2C(=CC=CN12)C1=CC2=C(N(C=N2)C)C=C1C(F)(F)F)NC1CN(CC1)C